(S)-3-(3-(2,5-di-chloro-7H-pyrrolo[2,3-d]pyrimidin-7-yl)-2-fluoropropoxy)-1-(4-methoxy-2-methylpyrimidin-5-yl)-5-methyl-1H-pyrazol-4-amine ClC=1N=CC2=C(N1)N(C=C2Cl)C[C@@H](COC2=NN(C(=C2N)C)C=2C(=NC(=NC2)C)OC)F